C(C)(C)C1=C(NC2=CC=C(C=C12)C1CNCCO1)C=1C=C(C=2N(C1)N=CN2)OC 2-(3-isopropyl-2-(8-methoxy-[1,2,4]triazolo[1,5-a]pyridin-6-yl)-1H-indol-5-yl)morpholine